COC1=C(C=C2C(=C1O)C(=O)C=C(O2)C3=CC=CC=C3)O[C@H]4[C@@H]([C@H]([C@@H]([C@H](O4)C(=O)O)O)O)O The molecule is the glycosyloxyflavone which is the 7-O-glucuronide of oroxylin A. It has a role as a plant metabolite. It is a glycosyloxyflavone, a monomethoxyflavone, a monohydroxyflavone, a monosaccharide derivative and a beta-D-glucosiduronic acid. It derives from an oroxylin A. It is a conjugate acid of an oroxylin A 7-O-beta-D-glucuronate.